2-(4-methoxyphenyl)-3-oxoisoindoline-1-carbonitrile COC1=CC=C(C=C1)N1C(C2=CC=CC=C2C1=O)C#N